1-((9H-Fluoren-9-yl)methyl) 2-allyl (S)-5-oxopyrrolidine-1,2-dicarboxylate O=C1CC[C@H](N1C(=O)OCC1C2=CC=CC=C2C=2C=CC=CC12)C(=O)OCC=C